BrC(C=O)CCCCCCCCCCCCCC 2-bromo-hexadecanal